C(C)(=O)C1=CC=C(C=C1)C1=CC=C(C=C1)C(C)=O diacetyl-e-1,1'-biphenyl